(2,6-dichlorophenyl)-2-((4-(2-(dimethylamino)ethoxy)-3-methylphenyl)amino)-4-methoxypyrimidine-5-carboxamide ClC1=C(C(=CC=C1)Cl)C1=C(C(=NC(=N1)NC1=CC(=C(C=C1)OCCN(C)C)C)OC)C(=O)N